OC[C@@H]1CC[C@H](CC1)C(=O)OC methyl trans-4-(hydroxymethyl)cyclohexanecarboxylate